N-(5-bromothiazol-2-yl)-2-nitrobenzamide BrC1=CN=C(S1)NC(C1=C(C=CC=C1)[N+](=O)[O-])=O